Chlorostatine ClN[C@@H](CC(C)C)[C@@H](O)CC(O)=O